ClC=1C(=NC(=NC1)NC1CN(C(CC1)=O)C)C1=CC=C2CN(C(C2=C1)=O)[C@@H](C(=O)N[C@H](CO)C1=CC(=CC=C1)C)C (2R)-2-(6-{5-chloro-2-[(1-methyl-6-oxopiperidin-3-yl)amino]pyrimidin-4-yl}-1-oxo-2,3-dihydro-1H-isoindol-2-yl)-N-[(1S)-2-hydroxy-1-(3-methylphenyl)ethyl]propanamide